tert-butyl 9-[4-(2,6-dioxo-3-piperidyl)-2-fluoro-phenyl]-3,9-diazaspiro[5.5]undecane-3-carboxylate O=C1NC(CCC1C1=CC(=C(C=C1)N1CCC2(CCN(CC2)C(=O)OC(C)(C)C)CC1)F)=O